COC(CC(CC(=O)O)=O)=O 3-oxoglutaric acid methyl ester